N-{5-[6-(5-chloro-2-fluorophenyl)-2H,3H,4H-pyrido[3,2-b][1,4]oxazin-8-yl]pyridin-3-yl}-3-(piperidin-1-yl)propenamide ClC=1C=CC(=C(C1)C=1C=C(C=2OCCNC2N1)C=1C=C(C=NC1)NC(C=CN1CCCCC1)=O)F